C1=NC=CC2=CC=CC(=C12)C=1SC=C(N1)CC(=O)NCC(=O)OCC Ethyl (2-(2-(Isoquinolin-8-yl)Thiazol-4-yl)Acetyl)Glycinate